8-fluoro-2-(((2R,7aS)-2-fluorotetrahydro-1H-pyrrolizin-7a(5H)-yl)methoxy)-5-methoxy-N-methyl-N-((R)-pyrrolidin-3-yl)-7-(2-(trifluoromethyl)phenyl)pyrido[4,3-d]pyrimidin-4-amine FC1=C(N=C(C2=C1N=C(N=C2N([C@H]2CNCC2)C)OC[C@]21CCCN1C[C@@H](C2)F)OC)C2=C(C=CC=C2)C(F)(F)F